tert-Butyl 4-(4-(((S)-1-((1S,2R,4R)-2-acetamido-4-(tert-butylamino) cyclohexyl)-2-oxopyrrolidin-3-yl)amino)-6-(trifluoromethyl)quinazolin-2-yl)-3,6-dihydropyridine-1(2H)-carboxylate C(C)(=O)N[C@H]1[C@H](CC[C@H](C1)NC(C)(C)C)N1C([C@H](CC1)NC1=NC(=NC2=CC=C(C=C12)C(F)(F)F)C=1CCN(CC1)C(=O)OC(C)(C)C)=O